(2S,4S)-4-fluoro-1-[2-[4-(2,6-naphthyridin-4-ylamino)-1-piperidyl]acetyl]pyrrolidine-2-carbonitrile F[C@H]1C[C@H](N(C1)C(CN1CCC(CC1)NC1=CN=CC2=CC=NC=C12)=O)C#N